FC(OC1CC(C1)C1=NC=CC(=N1)N1CCC(CC1)NC(OCCCC)=O)(F)F butyl (1-(2-(3-(trifluoromethoxy)cyclobutyl)pyrimidin-4-yl)piperidin-4-yl)carbamate